OC=1C2=C(N=CN1)SC(=N2)C2=CC(=C(C=C2)OC2=CC=CC=C2)[N+](=O)[O-] 7-hydroxy-2-(3-nitro-4-phenoxyphenyl)thiazolo[5,4-d]pyrimidine